3-(4-((3S,4S)-4-((5-cyclopropyl-3-(2,6-dichlorophenyl)isoxazol-4-yl)methoxy)-3-methylpiperidin-1-yl)phenyl)-1,2,4-oxadiazol-5(4H)-one C1(CC1)C1=C(C(=NO1)C1=C(C=CC=C1Cl)Cl)CO[C@@H]1[C@H](CN(CC1)C1=CC=C(C=C1)C1=NOC(N1)=O)C